Tert-butyl [(2-(2,6-dioxopiperidin-3-yl)-3-oxo-2,3-dihydro-1H-imidazo[1,5-a]indol-9-yl)methyl]carbamate O=C1NC(CCC1N1C(N2C(=C(C=3C=CC=CC23)CNC(OC(C)(C)C)=O)C1)=O)=O